trans-(1-((3-(Aminomethyl)phenyl)sulfonyl)-5-phenylpiperidin-3-yl)(1,1-dioxidothiomorpholino)methanone 2,2,2-trifluoroacetate FC(C(=O)O)(F)F.NCC=1C=C(C=CC1)S(=O)(=O)N1C[C@H](C[C@@H](C1)C1=CC=CC=C1)C(=O)N1CCS(CC1)(=O)=O